1-(4-((4-((4-([1,2,4]triazolo[1,5-a]pyridin-7-yloxy)-2-methoxy-5-methylphenyl)amino)-7-methoxyquinazolin-6-yl)oxy)piperidin-1-yl)-2-chloro-2-fluoroethan-1-one N=1C=NN2C1C=C(C=C2)OC2=CC(=C(C=C2C)NC2=NC=NC1=CC(=C(C=C21)OC2CCN(CC2)C(C(F)Cl)=O)OC)OC